C1(=C(C=CC=C1)NC1=CC(=CC(=C1)Cl)N(C1=CC=CC=C1)C1=C(C=C(C=C1)C(C)(C)C)C1=CC=CC=C1)C1=CC=CC=C1 N1-([1,1'-biphenyl]-2-yl)-N3-(5-(tert-butyl)-[1,1'-biphenyl]-2-yl)-5-chloro-N3-phenylbenzene-1,3-diamine